benzyl rac-(1R,4R,5R)-5-((4-nitrobenzoyl)oxy)-2-azabicyclo[2.2.0]hexane-2-carboxylate [N+](=O)([O-])C1=CC=C(C(=O)O[C@H]2[C@@H]3CN([C@@H]3C2)C(=O)OCC2=CC=CC=C2)C=C1 |r|